(3-(3-(6-fluoronaphthalen-1-yl)azetidin-1-yl)-5-(methoxymethyl)-4H-1,2,4-triazol-4-yl)-2-methoxypyridine FC=1C=C2C=CC=C(C2=CC1)C1CN(C1)C1=NN=C(N1C=1C(=NC=CC1)OC)COC